tert-butyl-3-aminopyrrolidin-1-carboxylate C(C)(C)(C)OC(=O)N1CC(CC1)N